C(C)C1=CC=C(C=C1)CN=C=O 1-ethyl-4-(isocyanatomethyl)benzene